dihydroxymethyl-tricyclo-(5.2.1.02,6)decane OC(O)C12C3CCCC3C(CC1)C2